ClC1=NC=CC(=N1)C1=CC=CC=C1 2-CHLORO-4-PHENYLPYRIMIDINE